CN1C=NC2=C1C=C(C=C2)\C=C\2/N=C(NC2=O)NCC=2SC=C(N2)C (4Z)-4-[(3-methylbenzimidazol-5-yl)methylene]-2-[(4-methylthiazol-2-yl)methylamino]-1H-imidazol-5-one